NC1=NC=CC(=C1)C1=C(C=2C(NC(CC2N1)(C)C)=O)C1=CC=C(C=C1)C 2-(2-aminopyridin-4-yl)-6,6-dimethyl-3-(4-methylphenyl)-1,5,6,7-tetrahydro-4H-pyrrolo[3,2-c]pyridin-4-one